(tert-butyl) 4-ethyl (R)-5-hydroxy-2-methyl-3,6-dihydropyridine-1,4(2H)-dicarboxylate OC1=C(C[C@H](N(C1)C(=O)OC(C)(C)C)C)C(=O)OCC